N1=C(C=CC=C1)C=1N=NN(C1)C1=CC=C(C=C1)CN (4-(4-(pyridine-2-yl)-1H-1,2,3-triazol-1-yl)phenyl)methanamine